C(C)OC(/C=C/C=1C=C(C=CC1)OB(O)O)=O (E)-(3-(3-ethoxy-3-oxoprop-1-en-1-yl)phenyl)boric acid